N-Cyclopropyl-4-phenylpyrimidin-2-amine C1(CC1)NC1=NC=CC(=N1)C1=CC=CC=C1